C12C(C)(C)C(=C)C(CC1)C2 (E)-camphene